tert-Butyl 3-(3-(((4-methoxybenzyl)oxy)methyl)-4-methylphenyl)-2-methyl-7-(trimethylsilyl)hept-6-ynoate COC1=CC=C(COCC=2C=C(C=CC2C)C(C(C(=O)OC(C)(C)C)C)CCC#C[Si](C)(C)C)C=C1